bis(ethan-1-aminium) iodide [I-].C(C)[NH3+].C(C)[NH3+].[I-]